C(CCCCCCC)N(CCCCCCCC)CCCCCCCC trioctylamine